ClC1=CC(=CC(=N1)N1CC2(C1)CCN(CC2)C(C)=O)C=2C=NC=CC2 1-(2-(6'-chloro-[3,4'-bipyridine]-2'-yl)-2,7-diazaspiro[3.5]nonan-7-yl)ethane-1-one